C(C)C1=NN2C(C=C(C=C2C)N2CC3(CN(C3)C(=O)[C@@H]3COCC3)CC2)=C1N(C=1SC(=C(N1)C1=CC=C(C=C1)F)C#N)C (S)-2-((2-ethyl-7-methyl-5-(2-(tetrahydrofuran-3-carbonyl)-2,6-diazaspiro[3.4]octane-6-yl)pyrazolo[1,5-a]pyridin-3-yl)(methyl)amino)-4-(4-fluorophenyl)thiazole-5-carbonitrile